(2S)-2-{1-[(3S)-1-[4-(dimethylamino)but-2-ynoyl]pyrrolidin-3-yl]-N-methylformamido}-3-methylbutanoic acid CN(CC#CC(=O)N1C[C@H](CC1)C(=O)N(C)[C@H](C(=O)O)C(C)C)C